C(C)(C)[C@@H]1[C@H](C1)C=1C=C(N=NC1OC)N1C(NC(C=C1)=O)=O (5-((1s,2r)-2-isopropylcyclopropyl)-6-methoxypyridazin-3-yl)pyrimidine-2,4(1h,3h)-dione